Ethyl 11-bromo-3-[2-chloro-6-(difluoromethoxy)phenyl]-10-fluoro-5-oxo-1,7-diazatricyclo[6.4.0.02,6]dodeca-2(6),7,9,11-tetraene-4-carboxylate BrC=1C(=CC2=NC=3C(C(C(C3N2C1)C1=C(C=CC=C1OC(F)F)Cl)C(=O)OCC)=O)F